C1(=CC=CC=C1)C1CCC=2N=C3N(N=C(C=C3)C=3C=NC(=NC3)N3CCC(CC3)O)C21 1-(5-(8-phenyl-7,8-dihydro-6H-cyclopenta[4,5]imidazo[1,2-b]pyridazin-2-yl)pyrimidin-2-yl)piperidin-4-ol